5-((2-(4-((3-chloro-4-(cyanomethyl)benzyl)amino)butoxy)ethyl)amino)benzo[c][2,6]naphthyridine-8-carboxamide ClC=1C=C(CNCCCCOCCNC2=NC3=C(C4=CN=CC=C24)C=CC(=C3)C(=O)N)C=CC1CC#N